N-[3-chloro-4-(cyclobutoxy)-2-fluoro-phenyl]-6-[(3S)-pyrrolidin-3-yl]oxy-pyrido[3,2-d]pyrimidin-4-amine ClC=1C(=C(C=CC1OC1CCC1)NC=1C2=C(N=CN1)C=CC(=N2)O[C@@H]2CNCC2)F